FC1=CC=CC=2C(=N[C@@H](C(NC21)=O)NC(=O)C=2C(=NN1C2N=CC=C1)C=1C=NN(C1)CC(F)(F)F)C1=CC=CC=C1 N-[(3S)-9-fluoro-2-oxo-5-phenyl-1,3-dihydro-1,4-benzodiazepin-3-yl]-2-[1-(2,2,2-trifluoroethyl)pyrazol-4-yl]pyrazolo[1,5-a]pyrimidine-3-carboxamide